[C@H]1([C@H](O)[C@@H](O)[C@H](O)[C@H](O1)CO)O[C@H]1[C@H](O[C@@H]([C@H]([C@@H]1O)O)CO)O[C@H]1[C@@H]([C@H]([C@H](O[C@@H]1CO)O[C@H]1[C@@H]([C@H](C(O)O[C@@H]1CO)O)O)O)O α-D-Glucopyranosyl-(1→2)-α-D-glucopyranosyl-(1→4)-α-D-glucopyranosyl-(1→4)-D-glucopyranose